tert-butyl 4-((6-chloro-3-(3-methoxyphenyl)pyridazin-4-ylamino)methyl)piperidine-1-carboxylate ClC1=CC(=C(N=N1)C1=CC(=CC=C1)OC)NCC1CCN(CC1)C(=O)OC(C)(C)C